FC(C1=CC=CC=C1)C1=CC=CC=C1 Fluorodiphenylmethane